C(C)N1C(OC(C1CC1=CC=C(C=C1)C)=O)=O 3-ethyl-4-(4-methylbenzyl)oxazolidine-2,5-dione